(R)-2-((1-(2-(3-(difluoromethyl)phenyl)-3,7-dimethyl-4-oxo-4H-pyrido[1,2-a]pyrimidin-9-yl)ethyl)amino)benzoic acid FC(C=1C=C(C=CC1)C=1N=C2N(C(C1C)=O)C=C(C=C2[C@@H](C)NC2=C(C(=O)O)C=CC=C2)C)F